((6aR,9R)-7-allyl-4,6,6a,7,8,9-hexahydroindolo[4,3-fg]quinolin-9-yl)((2S,4S)-2,4-dimethylazetidin-1-yl)methanone hemitartrate C(=O)(O)C(O)C(O)C(=O)O.C(C=C)N1C[C@@H](C=C2C3=C4C(C[C@@H]12)=CNC4=CC=C3)C(=O)N3[C@H](C[C@@H]3C)C.C(C=C)N3C[C@@H](C=C4C1=C2C(C[C@@H]34)=CNC2=CC=C1)C(=O)N1[C@H](C[C@@H]1C)C